C(CCC)OC(C=CC(=O)OCCCC)=O butenedioic acid dibutyl ester